C(C)C(CN1C2=CC=CC=C2C=2C=CC=CC12)CCCC 9-(2-ethylhexyl)carbazole